5-benzyl-3-((4-chloro-1-methyl-1H-pyrazole-5-carboxamido)methyl)-4,5-dihydroisoxazole C(C1=CC=CC=C1)C1CC(=NO1)CNC(=O)C1=C(C=NN1C)Cl